4-amino-1-(4-chlorophenyl)-2-oxo-7-(trifluoromethyl)-1,2-dihydro-1,8-naphthyridine-3-carboxylic acid methyl ester COC(=O)C=1C(N(C2=NC(=CC=C2C1N)C(F)(F)F)C1=CC=C(C=C1)Cl)=O